4-amino-5-chloro-N-((1-(4-fluorophenyl)cycloheptyl)methyl)-2-methoxybenzamide NC1=CC(=C(C(=O)NCC2(CCCCCC2)C2=CC=C(C=C2)F)C=C1Cl)OC